(2-(2-(hydroxy(methyl)amino)ethoxy)ethyl)-3-(phenylthio)propenamide ON(CCOCCC(C(=O)N)=CSC1=CC=CC=C1)C